3-(3-(2-((1-acetylpiperidin-4-yl)amino)-5-chloropyrimidin-4-yl)phenyl)pyridin-2(1H)-one C(C)(=O)N1CCC(CC1)NC1=NC=C(C(=N1)C=1C=C(C=CC1)C=1C(NC=CC1)=O)Cl